sodium formamide propanesulfonate C(CC)S(=O)(=O)[O-].C(=O)N.[Na+]